ClC=1C(=CC(=NC1)NC1CCOCC1)C1=CC=C2CN(C(C2=C1)=O)CC(=O)OC(C)(C)C tert-Butyl 2-(6-{5-chloro-2-[(oxan-4-yl)amino]pyridin-4-yl}-1-oxo-2,3-dihydro-1H-isoindol-2-yl)acetate